1-(3-(methylthio)phenyl)ethan-1-ol CSC=1C=C(C=CC1)C(C)O